3-(6-(4-ethylpiperazin-1-yl)pyrid-3-yl)-5-(2-fluoro-6-methylphenyl)-1H-pyrazolo[4,3-c]pyridazin-6(5H)-one C(C)N1CCN(CC1)C1=CC=C(C=N1)C1=NNC=2C1=NN(C(C2)=O)C2=C(C=CC=C2C)F